1-(2,5-dimethoxy-4-propylphenyl)-3-methoxypropan-2-amine COC1=C(C=C(C(=C1)CCC)OC)CC(COC)N